di-n-pentyl 2,3-dibromomaleate diisoamyl-2,3-dibromomaleate C(CC(C)C)OC(\C(=C(/C(=O)OCCC(C)C)\Br)\Br)=O.Br/C(/C(=O)OCCCCC)=C(/C(=O)OCCCCC)\Br